Z,E-3,5-Heptadienylhexanoat C(C\C=C/C=C/C)OC(CCCCC)=O